6-(cyclopropylmethyl)-N-[(2E)-3-[(3-fluoro-4-methoxyphenyl)(imino)oxo-λ6-sulfanyl]prop-2-en-1-yl]-2-oxo-1,2,5,6,7,8-hexahydro-1,6-naphthyridine-3-carboxamide C1(CC1)CN1CC=2C=C(C(NC2CC1)=O)C(=O)NC\C=C\S(=O)(=N)C1=CC(=C(C=C1)OC)F